C(C)OC(C(=O)OCC)=C ethyl α-ethoxyacrylate